O1C(=CC=C1)CCC(=O)N(C1=CC=CC=C1)C1CCN(CC1)CCC1=CC=CC=C1 3-(furan-2-yl)-N-(1-phenethylpiperidin-4-yl)-N-phenylpropanamide